C(/C1=CC=CC=C1)=C(\C(=O)C1=CC=CC=C1)/C#CC1=CC=C(C=C1)OC (E)-2-benzylidene-4-(4-methoxyphenyl)-1-phenylbut-3-yn-1-one